(R)-1-(tert-butyl)-3-(5-(1-(3-chlorophenyl)ethyl)-6-oxo-5,6,7,8-tetrahydro-1,5-naphthyridin-2-yl)urea C(C)(C)(C)NC(=O)NC1=NC=2CCC(N(C2C=C1)[C@H](C)C1=CC(=CC=C1)Cl)=O